C(CCCCCCCCCCC)N1CC(OCC1C)C 4-dodecyl-2,5-dimethylmorpholine